1-(2-nitrophenyl)ethyl 6-(but-3-yn-1-yl)-3-phenyl-1,2,4,5-tetrazine-1(4H)-carboxylate C(CC#C)C1=NNC(=NN1C(=O)OC(C)C1=C(C=CC=C1)[N+](=O)[O-])C1=CC=CC=C1